(2,5-dimethyl-phenyl)methylamine CC1=C(C=C(C=C1)C)CN